Methyl 3-amino-5-methyl-6-(1-methylbenzimidazol-4-yl)pyrazine-2-carboxylate NC=1C(=NC(=C(N1)C)C1=CC=CC=2N(C=NC21)C)C(=O)OC